4-((3-chlorobenzyl)amino)-N-((3,5-dimethyl-1H-pyrazol-4-yl)methyl)-6-(3,5-dimethylisoxazol-4-yl)quinazoline-2-carboxamide ClC=1C=C(CNC2=NC(=NC3=CC=C(C=C23)C=2C(=NOC2C)C)C(=O)NCC=2C(=NNC2C)C)C=CC1